C12OCC(N(C1)C=1C=CC(=NC1)C=1C=NC(=CC1NC1=NC(=CC(=C1)OC(C)C)S(=O)(=O)C)NC(C)=O)C2 N-(5-(2-oxa-5-azabicyclo[2.2.1]heptan-5-yl)-4'-((4-isopropoxy-6-(methylsulfonyl)pyridin-2-yl)amino)-[2,3'-bipyridin]-6'-yl)acetamide